dicyclopropyl-linoleic acid C1(CC1)C(C(=O)O)(CCCCCC\C=C/C\C=C/CCCCC)C1CC1